CC(C)C(C(CC=C(C=C)C)(C)C)=NO 2,4,4,7-tetramethyl-6,8-nonadien-3-one oxime